4-(Cycloheptylamino)-2-((6-methoxy-2-methyl-1,2,3,4-tetrahydro-isoquinolin-7-yl)amino)pyrimidine-5-carboxamide C1(CCCCCC1)NC1=NC(=NC=C1C(=O)N)NC1=C(C=C2CCN(CC2=C1)C)OC